(3-chloro-1-isopropyl-1H-indazol-5-yl)-boron ClC1=NN(C2=CC=C(C=C12)[B])C(C)C